NC=1C(=C(C=C2C=C(N=CC12)NC(=O)NC1C(C1)C)C1=C(C2=C(OCCN2)N=C1)C)F 1-(8-Amino-7-fluoro-6-(8-methyl-2,3-dihydro-1H-pyrido[2,3-b][1,4]oxazin-7-yl)isoquinolin-3-yl)-3-(2-methylcyclopropyl)urea